4-bromo-2-iodo-1-[(Z)-2-methoxyvinyl]benzene BrC1=CC(=C(C=C1)\C=C/OC)I